BrC1C(C2(CCC1C2(C)C)CS(=O)(=O)[O-])=O (+)-3-bromo-10-camphorsulfonate